O=C1N(N=C(C=C1C(=O)NCC(C(F)(F)F)O)C1=CC=C(C=C1)OC(F)(F)F)C=1C=NC=CC1 3-oxo-2-(pyridin-3-yl)-N-(3,3,3-trifluoro-2-hydroxypropyl)-6-[4-(trifluoromethoxy)phenyl]-2,3-dihydropyridazine-4-carboxamide